FC1=C(C=CC=C1)C1=NN(C2=CC(=CC=C12)CN1CCC(CC1)C1=NC2=C(N1C(C)C1=CC=CC=C1)C=CC=C2)C 3-(2-fluorophenyl)-1-methyl-6-((4-(1-(1-phenylethyl)-1H-benzo[d]imidazol-2-yl)piperidin-1-yl)methyl)-1H-indazole